Ethyl 3-[4-(2-bromoacetyl)-2,2,4-trimethyl-chroman-8-yl]propanoate BrCC(=O)C1(CC(OC2=C(C=CC=C12)CCC(=O)OCC)(C)C)C